sodium tris(trifluoroacetyl)borohydride FC(C(=O)[BH-](C(C(F)(F)F)=O)C(C(F)(F)F)=O)(F)F.[Na+]